FC=1C(=NC(=NC1)NC1CCN(CC1)C(C)=O)C1=CC(=CC=C1)N1CCOCC1 1-[4-[[5-fluoro-4-(3-morpholinophenyl)pyrimidin-2-yl]amino]-1-piperidyl]ethanone